1-(4-chlorophenyl)-1,5-dihydro-4-(4-morpholinyl)-2H-imidazol-2-one ClC1=CC=C(C=C1)N1C(N=C(C1)N1CCOCC1)=O